[Cl-].[Cl-].C(CC)O[Ti+2]OCCC dipropoxytitanium dichloride